3-bromo-2-methoxybenzonitrile BrC=1C(=C(C#N)C=CC1)OC